3H-imidazol-1-ium Chlorid [Cl-].[NH+]1=CNC=C1